C[C@@]1(N(C=2N(C(C=C(N2)N2[C@@H](COCC2)C)=O)CC1)CC(C(C)C)=O)C(F)(F)F (S)-8-Methyl-2-((R)-3-methylmorpholin-4-yl)-9-(3-methyl-2-oxo-butyl)-8-trifluoromethyl-6,7,8,9-tetrahydro-pyrimido[1,2-a]-pyrimidin-4-one